ClC=1C(=CC(=C(C(=O)NS(=O)(=O)C2=CC=C(OCC3CN(C3)C(=O)OC(C)(C)C)C=C2)C1)F)OCC1CCCC1 tert-butyl 3-((4-(N-(5-chloro-4-(cyclopentylmethoxy)-2-fluorobenzoyl)sulfamoyl)phenoxy)methyl)azetidine-1-carboxylate